(2s,4s)-4-((tert-butyl-dimethylsilyl)oxy)-2-((3-chloro-4-fluorophenyl)(methyl)carbamoyl)-pyrrolidine-1-carboxylic acid tert-butyl ester C(C)(C)(C)OC(=O)N1[C@@H](C[C@@H](C1)O[Si](C)(C)C(C)(C)C)C(N(C)C1=CC(=C(C=C1)F)Cl)=O